N-[3-(2-amino-4-methoxy-thiazolo[4,5-c]pyridin-7-yl)phenyl]carbamic acid tert-butyl ester C(C)(C)(C)OC(NC1=CC(=CC=C1)C=1C2=C(C(=NC1)OC)N=C(S2)N)=O